3-((4-methoxyphenyl)thio)-1-phenyl-3-(trimethylsilyl)propan-1-one methyl-3-bromo-5-(3-chlorophenoxy)-1-methyl-1H-pyrazole-4-carboxylate COC(=O)C=1C(=NN(C1OC1=CC(=CC=C1)Cl)C)Br.COC1=CC=C(C=C1)SC(CC(=O)C1=CC=CC=C1)[Si](C)(C)C